C(CC)NP(N)(N)=S (n-propyl)thiophosphoric acid triamide